BrC1=CC=C(C(=C1C#N)F)F 6-bromo-2,3-difluorobenzonitrile